1,2,3,4,6-penta-O-acetyl-beta-D-glucopyranose C(C)(=O)O[C@H]1[C@H](OC(C)=O)[C@@H](OC(C)=O)[C@H](OC(C)=O)[C@H](O1)COC(C)=O